NC1=NC(=NC=C1)C=1C=NN(C1OCC(CNC1=C(C=NC(=C1)Cl)C1=NC=C(C=C1F)CN1CCN(CC1)C)(C)C)C N-(3-((4-(4-aminopyrimidin-2-yl)-1-methyl-1H-pyrazol-5-yl)oxy)-2,2-dimethylpropyl)-6'-chloro-3-fluoro-5-((4-methylpiperazin-1-yl)methyl)-[2,3'-bipyridin]-4'-amine